NC=1N=NC(=CC1N1CCC(CC1)(C(=O)N1CCC(CC1)C(=O)N1CCC(CC1)C1=CC=C(C=C1)C1C(NC(CC1)=O)=O)C1=CC=CC=C1)C1=C(C=CC=C1)O 3-(4-(1-(1-(1-(3-amino-6-(2-hydroxyphenyl)pyridazin-4-yl)-4-phenylpiperidine-4-carbonyl)piperidine-4-carbonyl)piperidin-4-yl)phenyl)piperidine-2,6-dione